[2-(methacryloyloxy)ethyl]-N-benzyl-N,N-dimethylammonium chloride [Cl-].C(C(=C)C)(=O)OCC[N+](C)(C)CC1=CC=CC=C1